O=[As]C1=CC=C(C=C1)NC(CCC1=CC=CC=C1)=O N-(4-(oxoarsanyl)phenyl)-3-phenylpropanamide